N-((1H-benzo[d]imidazol-5-yl)methyl)-N-(3-methoxybenzyl)-4-((2-(3-methoxybenzyloxy)ethoxy)methyl)oxazol-2-amine N1C=NC2=C1C=CC(=C2)CN(C=2OC=C(N2)COCCOCC2=CC(=CC=C2)OC)CC2=CC(=CC=C2)OC